C1(=CC=CC=C1)C=1OCCN1 2-phenyl-(2-oxazoline)